C[C@@H]\1[C@H](C(C(CCCCC[C@H](/C=C1)OC(=O)N1CCN(CC1)C)=O)=O)\C(\C)=C\C=C\C(C)C1=NC=CC=N1 4-methylpiperazine-1-carboxylic acid [(2s,3s,4e,6r)-3-methyl-12-oxo-2-[(2e,4e)-6-pyrimidin-2-yl-hept-2,4-dien-2-yl]-1-oxocyclododec-4-en-6-yl] ester